BrC1=CC=NN1C1=C(C=C(C=N1)N(C(OC(C)(C)C)=O)C(=O)OC(C)(C)C)Cl tert-butyl N-[6-(5-bromopyrazol-1-yl)-5-chloro-3-pyridinyl]-N-tert-butoxycarbonyl-carbamate